C(#N)CCC=1C(=NC(=NC1OC)NS(=O)(=O)C1=CNC(=C1)C=1SC=CN1)OC N-[5-(2-cyanoethyl)-4,6-dimethoxy-pyrimidin-2-yl]-5-thiazol-2-yl-1H-pyrrole-3-sulfonamide